((1r,4R)-4-methoxy-4-(trifluoromethyl)cyclohexyl)-4-azaspiro[2.5]octane-7-carboxamide COC1(CCC(CC1)C1CC12NCCC(C2)C(=O)N)C(F)(F)F